C(C)C1=NC(=CC=C1NC1CC2(C1)CC(C2)N)N2CC(OC(C2)C(F)(F)F)C N2-(2-ethyl-6-(2-methyl-6-(trifluoromethyl)morpholino)pyridin-3-yl)spiro[3.3]heptane-2,6-diamine